N-cyclopropyl-3-(5-(cyclopropylmethoxy)-6-((1-hydroxy-2-methylpropan-2-yl)amino)pyridin-3-yl)-4-methylbenzamide C1(CC1)NC(C1=CC(=C(C=C1)C)C=1C=NC(=C(C1)OCC1CC1)NC(CO)(C)C)=O